ClC=1C=CC(=NC1)CN1N=C(C(=C1)F)C(=O)N[C@@H]1C(N(C2=C(OC1)C=CC=C2)C)=O (S)-1-((5-Chloropyridin-2-yl)methyl)-4-fluoro-N-(5-methyl-4-oxo-2,3,4,5-tetrahydrobenzo[b][1,4]oxazepin-3-yl)-1H-pyrazole-3-carboxamide